2-(2-(pyridin-4-yl)acetamido)-9-(5,6,7,8-tetrahydro-1,8-naphthyridin-2-yl)nonanoic acid N1=CC=C(C=C1)CC(=O)NC(C(=O)O)CCCCCCCC1=NC=2NCCCC2C=C1